tert-butyl N-[3-({[6-chloro-4-(methylamino)pyridin-3-yl]formohydrazido}carbonyl) cyclobutyl]carbamate ClC1=CC(=C(C=N1)C(=O)NNC(=O)C1CC(C1)NC(OC(C)(C)C)=O)NC